(S)-1'-(5-((3-chloropyridazin-4-yl)thio)-1H-imidazo[4,5-b]pyrazin-2-yl)-1,3-dihydrospiro[indene-2,4'-piperidin]-1-amine ClC=1N=NC=CC1SC=1N=C2C(=NC1)NC(=N2)N2CCC1(CC2)[C@@H](C2=CC=CC=C2C1)N